C=C(C)C1C(CCCC1)O 2-prop-1-en-2-ylcyclohexan-1-ol